triethylene glycol isohexyl methyl ether COCCOCCOCCOCCCC(C)C